6-cyclobutoxy-N-(6-methylpyrazolo[1,5-a]pyrimidin-3-yl)-2-((tetrahydrofuran-3-yl)methyl)-2H-pyrazolo[3,4-b]pyridine-5-carboxamide C1(CCC1)OC=1C(=CC=2C(N1)=NN(C2)CC2COCC2)C(=O)NC=2C=NN1C2N=CC(=C1)C